COCC(C)(C)NC(=O)[C@H]1CN(CC[C@@H]1NC(=O)C1=NOC(=C1)C1=C(C=C(C=C1)F)F)C1CCCCC1 (3S,4S)-1-cyclohexyl-4-{[5-(2,4-difluoro-phenyl)-isoxazole-3-carbonyl]-amino}-piperidine-3-carboxylic acid (2-methoxy-1,1-dimethyl-ethyl)-amide